Cl.CN(CCCN=C=NCC)C 1-[3-(dimethylamino)propyl]-3-ethylcarbodiimide HCl